(R)-1-(3-(benzyloxy)-5-(difluoromethyl)phenyl)ethanamine hydrochloride Cl.C(C1=CC=CC=C1)OC=1C=C(C=C(C1)C(F)F)[C@@H](C)N